ClC1=CC(=C(COC2=CC=CC(=N2)C2CCN(CC2)C(=O)[O-])C=C1)F 4-(6-((4-Chloro-2-fluorobenzyl)oxy)pyridin-2-yl)piperidine-1-carboxylate